N-(5,6-Dimethoxy-benzothiazol-2-yl)-2-(4-dimethylsulfamoyl-phenyl)-acetamide COC=1C(=CC2=C(N=C(S2)NC(CC2=CC=C(C=C2)S(N(C)C)(=O)=O)=O)C1)OC